2-[6-(Ethylsulfanyl)-3-(ethylsulfonyl)pyridin-2-yl]-3-methyl-6-(trifluoromethyl)-3H-imidazo[4,5-c]pyridine C(C)SC1=CC=C(C(=N1)C1=NC2=C(C=NC(=C2)C(F)(F)F)N1C)S(=O)(=O)CC